2-amino-1,2,3,4-tetrahydroisoquinoline-3-carboxylic acid methyl ester COC(=O)C1N(CC2=CC=CC=C2C1)N